FC(C1=CC=C(CNC(C(=O)O)C2=CC(=CC(=C2)Cl)Cl)C=C1)(F)F 2-((4-trifluoromethylbenzyl)amino)-2-(3,5-dichlorophenyl)acetic acid